FC=1C=C(C=NC1)[C@H]([C@@H]1N([C@@H](CCCC1)CCC)C(=O)OC(C)(C)C)O tert-butyl (2R,7R)-2-((R)-(5-fluoropyridin-3-yl)(hydroxy)methyl)-7-propyl-azepane-1-carboxylate